CC1C2=NC(=CC3=C(C(=C([N-]3)C=C4C(=C(C(=N4)C=C5C(=C(C(=C2)[N-]5)C)C)C)CCC(=O)[O-])CCC(=O)[O-])C)C1(C)C.[Fe] The molecule is a dicarboxylic acid dianion resulting from the removal of a proton from both of the carboxy groups of iron methylchlorin. Major species at pH 7.3. It is a conjugate base of an iron methylchlorin.